sodium 2-aminoethanesulfinate NCCS(=O)[O-].[Na+]